(S)-2-methyl-N-(4-(3-phenylisoxazolidin-2-yl)-7H-pyrrolo[2,3-d]pyrimidin-2-yl)-1,2,3,4-tetrahydroisoquinolin-7-amine CN1CC2=CC(=CC=C2CC1)NC=1N=C(C2=C(N1)NC=C2)N2OCC[C@H]2C2=CC=CC=C2